NC(C)O monoaminoethanol